C(C1=CC=CC=C1)N1C(C(=C(C=C1)CNCCOC)O)=O 1-benzyl-3-hydroxy-4-[(2-methoxyethylamino)methyl]pyridin-2(1H)-one